(4-(5-fluoro-6-hydroxypyridin-2-yl)cyclohex-3-en-1-yl)acetaldehyde FC=1C=CC(=NC1O)C1=CCC(CC1)CC=O